[I-].C1(=CC=CC=C1)P(=O)(OCC[N+](C)(C)C)C1=CC=CC=C1 [2-(diphenylphosphinyloxy)ethyl]trimethylammonium iodide